FC1=C(C(=CC2=CC=C(C=C12)OCCNCCOC(F)(F)F)O)N1CC(NS1(=O)=O)=O 5-[1-fluoro-3-hydroxy-7-(2-{[2-(trifluoromethoxy)ethyl]amino}ethoxy)naphthalen-2-yl]-1λ6,2,5-thiadiazolidine-1,1,3-trione